FC(C=1C(=C(C=CC1)[C@@H](C)NC1=C2C=C(C(N(C2=NC=C1)C)=O)C1(CN(CC1)C(=O)[O-])OC)F)F 3-(5-(((R)-1-(3-(difluoromethyl)-2-fluorophenyl)ethyl)amino)-1-methyl-2-oxo-1,2-Dihydro-1,8-naphthyridin-3-yl)-3-methoxypyrrolidine-1-carboxylate